di-fluorophosphate P(=O)([O-])(F)F